rel-N,N-dimethyl-N'-[(3S,4R)-7-methyl-6-oxo-4-(([(1s,4S)-4-(prop-1-yn-1-yl)cyclohexyl]oxy)methyl)-1,3,4,6-tetrahydro-2H-quinolizin-3-yl]sulfuric diamide CN(S(N[C@H]1CCC2=CC=C(C(N2[C@H]1COC1CCC(CC1)C#CC)=O)C)(=O)=O)C |o1:4,13|